CYCLOPENTENYL-PURINE ethyl-6,6-dimethyl-4,5,6,7-tetrahydrobenzo[d]thiazole-2-carboxylate C(C)OC(=O)C=1SC2=C(N1)CCC(C2)(C)C.C2(=CCCC2)C2=NC=C1NC=NC1=N2